(2S)-5-allyl-pyrrolidine-2-carboxylic acid methyl ester COC(=O)[C@H]1NC(CC1)CC=C